BrC1=C2C(=NC(=C1F)C)NN=C2C 4-bromo-5-fluoro-3,6-dimethyl-1H-pyrazolo[3,4-b]pyridine